S(=O)(=O)=C1CC=C(C=C1)[Te][Te]C1=CCC(C=C1)=S(=O)=O bis-(p-sulfonylphenyl) ditelluride